ClCOCC[Si](C)(C)C [2-(chloromethoxy)ethyl]Trimethylsilane